FC1=CC=C(C(=O)NC2=CC3=C(OCCN3S(=O)(=O)C3=CC=C(C=C3)F)C=C2)C=C1 4-fluoro-N-(4-((4-fluorophenyl)sulfonyl)-3,4-dihydro-2H-benzo[b][1,4]oxazin-6-yl)benzamide